N-methylaminopropyl-trimethoxysilane CNCCC[Si](OC)(OC)OC